CC1(C=2C=CC(=CC2C(CC1)(C)C)C(=O)NC1=CC=C(C(=O)O)C=C1)C 4-(5,6,7,8-tetrahydro-5,5,8,8-tetramethyl-2-naphthamido)benzoic acid